OCC(C(C)(C)O)NC([O-])=O (1,3-dihydroxy-3-methylbutan-2-yl)carbamate